CN1CC(CC1)C(=O)OCC(COC(CCCCC(CCCCCCCCC(=O)[O-])CCCCCCCCC(=O)[O-])=O)COC(CCCCCCCCCCCCC)=O 2-(5-(3-((1-methylpyrrolidine-3-carbonyl)oxy)-2-((tetradecanoyloxy)methyl)propoxy)-5-oxopentyl)propane-1,3-diyldioctanoate